O=C1NC(CCC1N1C(C2=CC=C(C=C2C1)C(=O)N1[C@H](CCC1)C(=O)O)=O)=O (2-(2,6-dioxopiperidin-3-yl)-1-oxoisoindoline-5-carbonyl)-D-proline